3-(hydroxymethyl)-2-(6-methyl-4-(trifluoromethyl)pyridin-2-yl)hexahydrocyclopenta[c]pyrrol-1(2H)-one OCC1C2C(C(N1C1=NC(=CC(=C1)C(F)(F)F)C)=O)CCC2